C1(CC1)C([C@@H](C(=O)NC1=CC=C2CC(N(C2=C1)C)CN1C(N[C@@H](C1)C(C)C)=O)NC(=O)C1=CC=NN1C(C)C)C1CC1 N-((2S)-1,1-dicyclopropyl-3-((2-(((R)-4-isopropyl-2-oxoimidazolidin-1-yl)methyl)-1-methylindolin-6-yl)amino)-3-oxopropan-2-yl)-1-isopropyl-1H-pyrazole-5-carboxamide